2-(2-hydrazino-2-oxoethyl)isoquinolin-2-ium bromide [Br-].N(N)C(C[N+]1=CC2=CC=CC=C2C=C1)=O